4-((2S,4r,6S)-2-cyano-7-((5-methoxy-7-methyl-1H-indol-4-yl)methyl)-7-azaspiro[3.5]nonan-6-yl)-N-((3-hydroxyoxetan-3-yl)methyl)benzamide C(#N)C1CC2(C1)C[C@H](N(CC2)CC2=C1C=CNC1=C(C=C2OC)C)C2=CC=C(C(=O)NCC1(COC1)O)C=C2